cis-2-(4-hydroxy-2-penten-1-yl)cyclohexanone OC(\C=C/CC1C(CCCC1)=O)C